C1=CC=C(C=C1)C(Cl)(Cl)Cl trichlorotoluene